1-{4-[4-({(1R)-1-[3-(1,1-difluoro-2-hydroxy-2-methylpropyl)-2-fluorophenyl]ethyl}amino)-2-methylpyrido[2,3-d]pyrimidin-6-yl]-3,6-dihydropyridin-1(2H)-yl}ethan-1-one FC(C(C)(C)O)(F)C=1C(=C(C=CC1)[C@@H](C)NC=1C2=C(N=C(N1)C)N=CC(=C2)C=2CCN(CC2)C(C)=O)F